(1H-benzimidazol-5-ylamino){4-[4-(trifluoromethyl)-1,3-thiazol-2-yl]phenyl}acetonitrile N1C=NC2=C1C=CC(=C2)NC(C#N)C2=CC=C(C=C2)C=2SC=C(N2)C(F)(F)F